Cl.ClC=1C(=NC=CC1SC=1N=CC(=NC1)N1CCC2([C@H]([C@@H](C(C2)=O)C)N)CC1)NC1=NC(=NC=C1)N1CCN(CC1)C (3S,4S)-8-(5-((3-chloro-2-((2-(4-methylpiperazin-1-yl)pyrimidin-4-yl)amino)pyridine-4-yl)thio)pyrazin-2-yl)-3-methyl-2-oxo-8-azaspiro[4.5]decane-4-amine hydrochloride